FC(C(=O)NC(C(=O)O)CCN(CCCCC1=NC=2NCCCC2C=C1)CCOC)(CCCC)F 2-(2,2-difluorohexanoylamino)-4-[2-methoxyethyl-[4-(5,6,7,8-tetrahydro-1,8-naphthyridin-2-yl)butyl]amino]butanoic acid